(S)-2-amino-5-(4-(2-(3,5-difluorophenyl)-2-hydroxyacetamido)-2-methylphenyl)-N-isobutylnicotinamide NC1=C(C(=O)NCC(C)C)C=C(C=N1)C1=C(C=C(C=C1)NC([C@@H](O)C1=CC(=CC(=C1)F)F)=O)C